N1=C(C=CC=C1)OC(C1=CC=C(C=C1)Cl)=O pyridin-2-yl-4-chlorobenzoate